CC(C)(C)OC(=O)NCCNCCN N1-Boc-2,2'-iminodiethylamine